O=C([C@H](O)[C@@H](O)[C@H](O)[C@H](O)CO)[O-].OCCC[NH3+] Hydroxypropylammonium Gluconate